4-((methylamino)methyl)tetrahydro-2H-pyran-4-carboxylic acid CNCC1(CCOCC1)C(=O)O